2-bromo-6-(1,4-dimethyl-1H-1,2,3-triazol-5-yl)-4-((3-fluoro-pyridin-2-yl)(tetrahydro-2H-pyran-4-yl)methyl)-3-methyl-4H-thieno[2',3':4,5]pyrrolo[3,2-b]pyridine BrC1=C(C2=C(C3=NC=C(C=C3N2C(C2CCOCC2)C2=NC=CC=C2F)C2=C(N=NN2C)C)S1)C